ClCCC[Si](C=1C=C(N(C)C)C=CC1)(C=1C=C(N(C)C)C=CC1)C 3,3'-((3-Chloropropyl)(methyl)silanediyl)bis(N,N-dimethylaniline)